benzotriazoletrioaldehyde N=1N=NC=2C1CC(=C(C2C=O)C=O)C=O